(S)-2-(4-(6-((4-cyano-2-fluorobenzyl)oxy)pyridin-2-yl)-3-fluorobenzyl)-3-(oxetan-2-ylmethyl)-3H-imidazo[4,5-b]pyridine-5-carboxylic acid C(#N)C1=CC(=C(COC2=CC=CC(=N2)C2=C(C=C(CC3=NC=4C(=NC(=CC4)C(=O)O)N3C[C@H]3OCC3)C=C2)F)C=C1)F